3-amino-N-{4-[3-amino-4-hydroxy-5-methylpiperidin-1-yl]-2,3-dihydrofuro[2,3-b]pyridin-5-yl}-6-(2,6-difluorophenyl)-5-fluoropyridine-2-carboxamide NC=1C(=NC(=C(C1)F)C1=C(C=CC=C1F)F)C(=O)NC=1C(=C2C(=NC1)OCC2)N2CC(C(C(C2)C)O)N